1-{2'-ethoxy-5-[(2R)-4-[4-ethoxy-2-(trifluoromethyl)benzoyl]-2-ethylpiperazin-1-yl]-[2,3'-bipyridin]-6-yl}methylamine C(C)OC1=NC=CC=C1C1=NC(=C(C=C1)N1[C@@H](CN(CC1)C(C1=C(C=C(C=C1)OCC)C(F)(F)F)=O)CC)CN